FC(C(OC(C)C)C1=C(C=CC=C1)C1=CC=CC=C1)(OC(C)C)F (2,2-difluoro-1,2-diisopropoxyethyl)-1,1'-biphenyl